(Z)-(2-((1H-pyrrolo[2,3-b]pyridine-3-carbonyl)imino)-3-(2-chlorophenyl)-2,3-dihydrothiazol-4-yl)methyl methanesulfonate CS(=O)(=O)OCC=1N(/C(/SC1)=N/C(=O)C1=CNC2=NC=CC=C21)C2=C(C=CC=C2)Cl